7-benzyloxy-2,3-dihydrobenzofuran-5-carbaldehyde C(C1=CC=CC=C1)OC1=CC(=CC=2CCOC21)C=O